CN(C(C1=CC(=CC(=C1)C(F)(F)F)C(F)(F)F)=O)C(C)C1=NC=CN=C1C=1OCC(NN1)=O N-Methyl-N-(1-(3-(5-oxo-5,6-dihydro-4H-1,3,4-oxadiazin-2-yl)pyrazin-2-yl)ethyl)-3,5-bis(trifluoromethyl)benzamide